C(C)OCCOCCOC1=CC=C(C=C1)CCC[C@@H](C(=O)OC)N1CCN(CCN(CCN(CC1)CC(OC(C)(C)C)=O)CC(OC(C)(C)C)=O)CC(=O)OC(C)(C)C methyl (2S)-5-{4-[2-(2-ethoxyethoxy)ethoxy]phenyl}-2-[4,7,10-tris(2-tert-butoxy-2-oxoethyl)-1,4,7,10-tetraazacyclododecan-1-yl]pentanoate